C(C)C=1C=C(C=CC1C1(CC(=C(C2=CC=CC=C12)N)\N=N\[H])S(=O)(=O)N)C1=CC(=C(C=C1)C1(CC(=C(C2=CC=CC=C12)N)\N=N\[H])S(=O)(=O)N)CC 1,1'-(3,3'-diethyl[1,1'-biphenyl]-4,4'-diyl)bis{4-amino-3-[(E)-diazenyl]naphthalene-1-sulfonamide}